acrylic acid 1-methylheptyl ester CC(CCCCCC)OC(C=C)=O